bis(cyclopentadienyl)-cyclohexylzirconium monochloride [Cl-].C1(C=CC=C1)[Zr+](C1CCCCC1)C1C=CC=C1